C(C1=CC=CC=C1)(=O)OC(C)C(C(C)OC(C1=CC=CC=C1)=O)CC 3-Ethyl-2,4-Pentanediol dibenzoate